COC=1C(=NC=C(N1)CC(C)C)CC1(CC=CC=C1)C 3-methoxy-2-(1-methylbenzyl)-5-(2-methylpropyl)pyrazine